4-allyl-2-benzyl-6-(tert-butyldimethylsilyl)-1,2,4-triazine-3,5(2h,4h)-dione C(C=C)N1C(N(N=C(C1=O)[Si](C)(C)C(C)(C)C)CC1=CC=CC=C1)=O